ClC1=CC(=CC(=N1)C(=O)NC1CC2=CC=CC=C2C1)NC1=C(C=C(C=C1)F)OC 6-chloro-N-(2,3-dihydro-1H-inden-2-yl)-4-((4-fluoro-2-methoxyphenyl)amino)picolinamide